ethyl (2R,3R)-3-(methoxymethyl)-1-(triphenylmethyl)aziridine-2-carboxylate COC[C@H]1[C@@H](N1C(C1=CC=CC=C1)(C1=CC=CC=C1)C1=CC=CC=C1)C(=O)OCC